ClC=1C=NN2C1N=C(NC1=C2C=CC=C1)C1=C(C=CC=C1F)F 3-chloro-5-(2,6-difluorophenyl)-6H-benzo[f]pyrazolo[1,5-a][1,3,5]triazepin